(S)-2-(3-fluorophenyl)-4-oxopiperidine-1-carboxylic acid tert-butyl ester C(C)(C)(C)OC(=O)N1[C@@H](CC(CC1)=O)C1=CC(=CC=C1)F